CS(=O)(=O)[O-].C(CCCC)[NH+]1CCC(CC1)CC 1-Pentyl-4-ethylpiperidinium methansulfonat